R-β-naphthalenesulfonic acid C1=C(C=CC2=CC=CC=C12)S(=O)(=O)O